FC(C(C)(O[Si](CC)(CC)CC)C)(F)C=1C(=C(C=CC1)[C@@H](C)NC=1C2=C(N=C(N1)C)N=C(C(=C2)N2S(CCC2)(=O)=O)C)F 2-(4-{[(1R)-1-(3-{1,1-difluoro-2-methyl-2-[(triethylsilyl)oxy]propyl}-2-fluorophenyl)ethyl]amino}-2,7-dimethylpyrido[2,3-d]pyrimidin-6-yl)-1λ6,2-thiazolidine-1,1-dione